ClC1=C(C(=O)Cl)C=C(C=N1)C(F)(F)F 2-chloro-5-(trifluoromethyl)nicotinoyl chloride